(E)-N-(4-(1-(6-(4-(4-(6-(2-(2,6-dioxopiperidin-3-yl)-1-oxoisoindolin-4-yl)hex-5-yn-1-yl)piperazin-1-yl)piperidin-1-yl)nicotinoyl)piperidin-4-yl)butyl)-3-(pyridin-3-yl)acrylamide O=C1NC(CCC1N1C(C2=CC=CC(=C2C1)C#CCCCCN1CCN(CC1)C1CCN(CC1)C1=NC=C(C(=O)N2CCC(CC2)CCCCNC(\C=C\C=2C=NC=CC2)=O)C=C1)=O)=O